Di-tert-butyl (4-((4-(dimethylamino)-7,9-difluoro-2-methyl-5H-pyrimido[5,4-b]indol-5-yl)methyl)benzyl)phosphonate CN(C1=NC(=NC2=C1N(C=1C=C(C=C(C21)F)F)CC2=CC=C(CP(OC(C)(C)C)(OC(C)(C)C)=O)C=C2)C)C